OCC(CN1C2=NC=NC(=C2N=C1)N)OCP(=O)(O)O 9-(3-hydroxy-2-phosphonomethoxypropyl)adenine